1-{8-[(pyridin-2-yl)amino]-1,2,3,4-tetrahydroquinolin-6-yl}pentan-1-one N1=C(C=CC=C1)NC=1C=C(C=C2CCCNC12)C(CCCC)=O